NCCCN1C(CCCCC1)=O N-(3-aminopropyl)-ε-caprolactam